[2-(4-Bromo-phenyl)-ethyl]-{1-[3-(4-chloro-phenyl)-adamantan-1-yl]ethyl}-amine BrC1=CC=C(C=C1)CCNC(C)C12CC3(CC(CC(C1)C3)C2)C2=CC=C(C=C2)Cl